3,4-dimethyl-1,4-cyclohexadiene-1,2-dicarboxylic acid dineopentyl ester C(C(C)(C)C)OC(=O)C1=C(C(C(=CC1)C)C)C(=O)OCC(C)(C)C